tert-butyl (4R*,8R*)-6-acetyl-2-amino-4,5,6,7,8,9-hexahydro-4,8-epimino[1,3]thiazolo[5,4-d]azocine-10-carboxylate C(C)(=O)N1C[C@@H]2C3=C(C[C@H](C1)N2C(=O)OC(C)(C)C)N=C(S3)N |o1:5,9|